C(C)(C)N1N=CC2=C1C=NN(C2=O)CC(=O)N[C@@H](C)C2=CC=C(C=C2)C([2H])([2H])[2H] (S)-2-(1-isopropyl-4-oxo-1,4-dihydro-5H-pyrazolo[3,4-d]pyridazin-5-yl)-N-(1-(4-(methyl-d3)phenyl)ethyl)acetamide